1,1-diphenyl-N-(4-(trifluoromethoxy)pyridin-2-yl)methanimine C1(=CC=CC=C1)C(=NC1=NC=CC(=C1)OC(F)(F)F)C1=CC=CC=C1